FC=1C=CC(=C2C=C(N(C12)CCNC1=NC=NC(=C1)C1=CC=C(C=C1)OCCO)C#N)OC 7-Fluoro-1-(2-{6-[4-(2-hydroxy-ethoxy)-phenyl]-pyrimidin-4-ylamino}-ethyl)-4-methoxy-1H-indol-2-carbonitril